(Z)-3-phenyl-3-((2-phenylallyl)amino)acrylic acid ethyl ester C(C)OC(\C=C(/NCC(=C)C1=CC=CC=C1)\C1=CC=CC=C1)=O